N[C@@H](CC(=O)OCC)C1=CC(=CC=C1)CC1=C(C=CC=C1C)C ethyl (S)-3-amino-3-(3-(2,6-dimethylbenzyl)phenyl)propanoate